(2-(6'-carbamoyl-6-chloro-2',3'-difluoro-[1,1'-biphenyl]-3-yl)-2-phenylethyl)carbamate C(N)(=O)C1=CC=C(C(=C1C1=CC(=CC=C1Cl)C(CNC([O-])=O)C1=CC=CC=C1)F)F